5-(2-chlorophenyl)-N-[4-(cyanomethoxy)-2,5-difluorophenyl]-1H-pyrrole-3-sulfonamide ClC1=C(C=CC=C1)C1=CC(=CN1)S(=O)(=O)NC1=C(C=C(C(=C1)F)OCC#N)F